Cl.BrC1=CC=C(C=C1)S(=O)(=O)C=CCN 3-(4-bromobenzenesulfonyl)prop-2-en-1-amine hydrochloride